3-(7-(8-methylnaphthalen-1-yl)-2-(((S)-1-methylpyrrolidin-2-yl)methoxy)-5,6,7,8-tetrahydropyrido[3,4-d]pyrimidin-4-yl)-3,6-diazabicyclo[3.1.1]heptane CC=1C=CC=C2C=CC=C(C12)N1CC=2N=C(N=C(C2CC1)N1CC2NC(C1)C2)OC[C@H]2N(CCC2)C